5-methoxy-2-(2-(methoxymethyl)-7-methylquinoxalin-5-yl)-7-methylthiazolo[5,4-b]pyridine COC1=CC(=C2C(=N1)SC(=N2)C2=C1N=CC(=NC1=CC(=C2)C)COC)C